4-(3-((2-(difluoromethoxy)-6-methylpyridin-3-yl)carbamoyl)-3-(2-isopropyl-5-methylphenyl)azetidin-1-yl)-2,2-dimethyl-4-oxobutanoic acid FC(OC1=NC(=CC=C1NC(=O)C1(CN(C1)C(CC(C(=O)O)(C)C)=O)C1=C(C=CC(=C1)C)C(C)C)C)F